C(C)OCC[P+](C)(C)CCOCC di(2-ethoxyethyl)dimethylphosphonium